(Z)-4-hepten-2-ol CC(C\C=C/CC)O